O=C1NC(CCC1N1CC2=CC=CC(=C2C1)F)=O 2-(2,6-dioxo-3-piperidyl)-4-fluoro-isoindoline